2-(6-{6-[(4-chloro-2-fluorobenzyl)oxy]pyridin-2-yl}-6-azaspiro[2.5]oct-1-yl)-1-(2-methoxyethyl)-1H-imidazo[4,5-b]pyridine-6-carboxylic acid ClC1=CC(=C(COC2=CC=CC(=N2)N2CCC3(CC3C=3N(C=4C(=NC=C(C4)C(=O)O)N3)CCOC)CC2)C=C1)F